4-(((2-bromophenyl)thio)methyl)-N,N-dimethyl-1H-imidazole-1-sulfonamide BrC1=C(C=CC=C1)SCC=1N=CN(C1)S(=O)(=O)N(C)C